1-[(2R)-2-(benzyloxycarbonylamino)-6-(tert-butoxycarbonylamino)hexanoyl]-4-(tert-butoxycarbonylamino)piperidine-4-carboxylic acid methyl ester COC(=O)C1(CCN(CC1)C([C@@H](CCCCNC(=O)OC(C)(C)C)NC(=O)OCC1=CC=CC=C1)=O)NC(=O)OC(C)(C)C